C1CC=2C1=CC=1CC(CC1C2)N 2,4,5,6-tetrahydro-1H-cyclobuta[f]indene-5-amine